2-amino-3-(trifluoromethyl)quinoline-6-carboxylic acid NC1=NC2=CC=C(C=C2C=C1C(F)(F)F)C(=O)O